COC[C@H]1N(CCN(C1)C=1N=CC2=C(N1)C(=NC=N2)NC2=CC(=C(C=C2)OC2=CC1=C(N(N=N1)C)C=C2)C)C(C=C)=O (S)-1-(2-(methoxymethyl)-4-(8-((3-methyl-4-((1-methyl-1H-benzo[d][1,2,3]triazol-5-yl)oxy)phenyl)amino)pyrimido[5,4-d]pyrimidin-2-yl)piperazin-1-yl)prop-2-en-1-one